5-methyl-N-((3-methylpyridin-4-yl)methyl)-6-(3-(trifluoromethyl)-7,8-dihydro-1,6-naphthyridin-6(5H)-yl)nicotinamide CC=1C(=NC=C(C(=O)NCC2=C(C=NC=C2)C)C1)N1CC=2C=C(C=NC2CC1)C(F)(F)F